ClC=1C(=NC(=NC1)NC1CCOCC1)C1=CC(=C2CN(C(C2=C1)=O)[C@@H](C(=O)N[C@H](C)C1=CC(=CC=C1)OC)C)OC (2R)-2-(6-{5-chloro-2-[(oxacyclohex-4-yl)amino]pyrimidin-4-yl}-4-methoxy-1-oxo-2,3-dihydro-1H-isoindol-2-yl)-N-[(1R)-1-(3-methoxyphenyl)ethyl]propionamide